FC(C=1C=C(C=C(C1)C(F)(F)F)S)(F)F 3,5-bis(trifluoromethyl)thiophenol